C1(=CC=C(C=C1)C1=NC(=NC(=N1)C1=CC=CC=C1)N1C2=CC=CC=C2C2=CC=C3C(=C12)N(C=1C=CC=CC13)C1=CC=CC=C1)C1=CC=CC=C1 11-[4-(biphenyl-4-yl)-6-phenyl-1,3,5-triazine-2-yl]-11,12-dihydro-12-phenyl-indolo[2,3-a]carbazole